tert-butyl (R,S)-((5-(4-fluorophenyl)isochroman-1-yl)methyl)(methyl)carbamate FC1=CC=C(C=C1)C1=C2CCO[C@H](C2=CC=C1)CN(C(OC(C)(C)C)=O)C